NC(C(=O)O)(CCCCB(O)O)CCCOC1=CC=C(C=C1)C1=CC=CC=C1 2-amino-2-(3-(biphenyl-4-yloxy)propyl)-6-boronohexanoic acid